4-amino-7-fluoro-1-methyl-N-(3-methyl-2-oxoimidazolidin-1-yl)-N-((5-(trifluoromethyl)pyridin-2-yl)methyl)-1H-pyrazolo[4,3-c]quinoline-8-carboxamide NC1=NC=2C=C(C(=CC2C2=C1C=NN2C)C(=O)N(CC2=NC=C(C=C2)C(F)(F)F)N2C(N(CC2)C)=O)F